isophthalic acid (iso-heptyl) (iso-decyl) ester C(CCCCCCC(C)C)OC(C=1C=C(C(=O)OCCCCC(C)C)C=CC1)=O